4-[bis(2,4,6-trichlorophenyl)methyl]-3,5-dichlorophenyl-pinacol borate B(O)(O)O.ClC1=C(C(=CC(=C1)Cl)Cl)C(C1=C(C=C(C=C1Cl)CC(O)(C)C(C)(C)O)Cl)C1=C(C=C(C=C1Cl)Cl)Cl